5-iodo-6-(6-isopropoxybenzo[d][1,3]dioxolan-5-yl)naphtho[2,3-d][1,3]dioxolan IC=1C2=CC3=C(OCO3)C=C2C=CC1C1=CC2=C(OCO2)C=C1OC(C)C